(S)-2-Amino-3-(quinolin-4-yl)propanoic acid N[C@H](C(=O)O)CC1=CC=NC2=CC=CC=C12